(S)-N-(2,5-diaminopentyl)-1-(4-fluorophenylmethyl)-6-(4-fluorophenyl)-1H-indole-2-carboxamide dihydrochloride Cl.Cl.N[C@H](CNC(=O)C=1N(C2=CC(=CC=C2C1)C1=CC=C(C=C1)F)CC1=CC=C(C=C1)F)CCCN